4,4'-Methylendiphenylisocyanat C(C1=CC=C(C=C1)N=C=O)C1=CC=C(C=C1)N=C=O